N,N-dimethyl-1-(5-(tetrahydro-2H-pyran-4-yl)-2-(4,4,5,5-tetramethyl-1,3,2-dioxaborolan-2-yl)phenyl)methanamine, Hydrochloride Cl.CN(CC1=C(C=CC(=C1)C1CCOCC1)B1OC(C(O1)(C)C)(C)C)C